5-fluoronaphthalene-2-ol formate C(=O)OC1=CC2=CC=CC(=C2C=C1)F